BrC=1C=NC=C(C1CC)Br 3,5-dibromo-4-ethylpyridine